FC1(CN(C1)C(=O)C=1N(C2=CC(=CC=C2C1)C1=NC=CC(=N1)NC1=CC=C(C=C1)C1=CN=CN1)C)F [2-(3,3-difluoroazetidine-1-carbonyl)-1-methyl-1H-indol-6-yl]-N-[4-(1H-imidazol-5-yl)phenyl]pyrimidin-4-amine